OC1=CC(CC(C1)CCNS(=O)(=O)C)=O 3-hydroxy-5-(2-methylsulphonamidoethyl)-cyclohex-2-enone